(1-methylpiperidine-4-yl)methanamine CN1CCC(CC1)CN